4,5-dihydroxy-isophthalic acid OC1=C(C=C(C(=O)O)C=C1O)C(=O)O